CC1=CC=C(S1)C(=O)N 5-methylthiophene-2-carboxamide